C(C)(C)(C)OC(=O)N1CCN(C2=CC=CC(=C12)OC)C1=CC2=C(N=C(N=C2)NC2=CC=C(C=C2)CS(=O)C)N(C1=O)C 8-methoxy-4-[8-methyl-2-[4-(methylsulfinylmethyl)anilino]-7-oxo-pyrido[2,3-d]pyrimidin-6-yl]-2,3-dihydroquinoxaline-1-carboxylic acid tert-butyl ester